S1N=CC2=C1C=C(C=C2)C=2C=C(C=NC2)O 5-(1,2-benzothiazol-6-yl)pyridin-3-ol